2-oxo-N-(1H-pyrazolo[4,3-c]pyridin-7-yl)-2-[(2R,5S)-5-methyl-2-[2-(2-pyrrolidin-1-ylethyl)-1,3-benzothiazol-5-yl]-1-piperidyl]acetamide O=C(C(=O)NC=1C2=C(C=NC1)C=NN2)N2[C@H](CC[C@@H](C2)C)C=2C=CC1=C(N=C(S1)CCN1CCCC1)C2